FC=1C=C(C=CC1)CN 1-(3-fluorophenyl)methylamine